Heneicosyl 4,4'-((3-((4-hydroxybutyl)(4-carbonyl-4-(undecyloxy)butyl)amino)propyl)azanediyl)dibutyrate OCCCCN(CCCN(CCCC(=O)[O-])CCCC(=O)OCCCCCCCCCCCCCCCCCCCCC)CCCC(OCCCCCCCCCCC)=C=O